O(C(=O)C)COC(C)C 2-AcetoxylMethoxypropane